FC=1C=C2C(NN=C(C2=CC1F)[C@H](C)N(C(=O)C=1NC2=CC(=CC(=C2C1)C(F)F)F)C)=O (S)-N-(1-(6,7-difluoro-4-oxo-3,4-dihydrophthalazin-1-yl)ethyl)-4-(difluoromethyl)-6-fluoro-N-methyl-1H-indole-2-carboxamide